ClC1=CC=C(C=C1)C1=NC2=CC=CC=C2C(=N1)OCCN1CCCCC1 1-(2-((2-(4-chlorophenyl)quinazoline-4-yl)oxy)ethyl)piperidine